[N+](=O)([O-])C=1C=CC=C(C1C=1C(=CC=CC1[N+](=O)[O-])C(=O)O)C(=O)O (S)-6,6'-dinitrobiphenyl-2,2'-dicarboxylic acid